methyl 2-chloro-5-(6-cyanobenzo[d]oxazol-2-yl)isonicotinate ClC=1C=C(C(=O)OC)C(=CN1)C=1OC2=C(N1)C=CC(=C2)C#N